tert-butyl 3-amino-4,4-difluoropiperidine-1-carboxylate NC1CN(CCC1(F)F)C(=O)OC(C)(C)C